C(C)(C)(C)C=1C=C(C=C(C1O)C)C(C(=O)[O-])(C)C1=CC(=C(C(=C1)C)O)C(C)(C)C bis(3-tert-butyl-4-hydroxy-5-methylphenyl)propionate